tert-butyl (4-(5-fluoropyrimidin-2-yl)-5-methylpyridin-2-yl)carbamate FC=1C=NC(=NC1)C1=CC(=NC=C1C)NC(OC(C)(C)C)=O